5-(4-chlorophenyl)-5-hydroxy-4-(1H-indol-2-yl)-N-methoxy-2-carbonyl-2,5-dihydrofuran-3-carboxamide ClC1=CC=C(C=C1)C1(C(=C(C(O1)=C=O)C(=O)NOC)C=1NC2=CC=CC=C2C1)O